C(C)OC(=O)C=1C=NN2C1N=C(C(=C2)O)Cl 5-chloro-6-hydroxy-pyrazolo[1,5-a]pyrimidine-3-carboxylic acid ethyl ester